ClC=1C(=NC(=NC1)F)NC=1C=C2C=C(C(N(C2=CC1)C)=O)OCC(=O)N(C)C 2-((6-((5-chloro-2-fluoropyrimidin-4-yl)amino)-1-methyl-2-oxo-1,2-dihydroquinolin-3-yl)oxy)-N,N-dimethylacetamide